N-((3S,4S)-4-fluoropyrrolidin-3-yl)-6-(6-(1-methyl-1H-pyrazol-4-yl)imidazo[1,2-b]pyridazin-3-yl)pyridin-2-amine F[C@@H]1[C@H](CNC1)NC1=NC(=CC=C1)C1=CN=C2N1N=C(C=C2)C=2C=NN(C2)C